calcium phosphide [P-3].[P-3].[Ca+2].[Ca+2].[Ca+2]